CC=1C=C(C=CC1)C1=NC2=CC=CC=C2C1=O 2-(3-methyl-phenyl)-3H-indol-3-one